propanoic acid (S)-isopropyl ester C(C)(C)OC(CC)=O